N1CCC(CC1)C(=O)O piperidine-4-Formic acid